OC1=C(C=CC(=C1)O)C(C)(C)C1=C(C=C(C=C1)O)O 2-(2,4-dihydroxyphenyl)-2-(2',4'-dihydroxyphenyl)propane